tert-butyl 2-(hydroxymethyl)-7,8-dihydro-1,6-naphthyridine-6(5H)-carboxylate OCC1=NC=2CCN(CC2C=C1)C(=O)OC(C)(C)C